C1(CC1)C(=O)N1CCC=2C=C(C=NC2C1)S(=O)(=O)N([C@@H](C)C1=CC=C(C=C1)F)CC (S)-7-(cyclopropanecarbonyl)-N-ethyl-N-(1-(4-fluorophenyl)ethyl)-5,6,7,8-tetrahydro-1,7-naphthyridine-3-sulfonamide